C(C)OC1=C(C(=O)NCC2=CC(=CC=C2)C2=NC=CC=C2)C=C(C=C1)NC(C(C)C)=O 2-ethoxy-5-isobutyrylamino-N-(3-(pyridin-2-yl)benzyl)benzamide